N1C=C(C2=CC=C(C=C12)C=O)C=O INDOLE-3,6-DICARBOXALDEHYDE